2,4-dimethyl-α-methylstyrene CC1=C(C(=C)C)C=CC(=C1)C